8-methyl-2-(2-methylbenzyl)-N-(1,2-oxazol-3-ylmethyl)-4,5-dihydro-2H-furo[2,3-g]indazole-7-carboxamide CC1=C(OC=2CCC3=CN(N=C3C21)CC2=C(C=CC=C2)C)C(=O)NCC2=NOC=C2